NC1=NC2=CC=C(C=C2C=C1C)C(=O)N(CC1=NC=C(C=C1)C(F)(F)F)[C@@H]1CCC=2SC(=CC21)Cl 2-amino-N-((4R)-2-chloro-5,6-dihydro-4H-cyclopenta[b]thiophen-4-yl)-3-methyl-N-((5-(trifluoromethyl)-2-pyridinyl)methyl)-6-quinolinecarboxamide